FC=1C=CC=2C3=C(NC(C2C1)=O)COCC3N(C(=O)C=3C=C1C=NNC1=CC3)C N-(8-fluoro-6-oxo-1,4,5,6-tetrahydro-2H-pyrano[3,4-c]isoquinolin-1-yl)-N-methyl-1H-indazole-5-carboxamide